ClC1=CC=C(C=N1)C1(CC1)NC(=O)C1=CC(=NN1C)C(F)(F)F N-(1-(6-chloropyridin-3-yl)cyclopropyl)-1-methyl-3-(trifluoromethyl)-1H-pyrazole-5-carboxamide